cyclohexanone chloride [Cl-].C1(CCCCC1)=O